C(CCCCC(=O)OCCC)(=O)OCCC din-propyl adipate